ClC1=C(C(=CC=C1)Cl)C=1C2=C(N=C(N1)NC1=NC=CC(=C1)OCCN1CCNCC1)N(C(C=C2)=O)C (2,6-dichlorophenyl)-8-methyl-2-[[4-(2-piperazin-1-ylethoxy)-2-pyridyl]amino]pyrido[2,3-d]pyrimidin-7-one